[U].[W] Tungsten uranium